bis(9-methyldecyl) 8,8'-((2-hydroxyethyl)azanediyl)dioctanoate OCCN(CCCCCCCC(=O)OCCCCCCCCC(C)C)CCCCCCCC(=O)OCCCCCCCCC(C)C